BrC1=NC=C(C(=C1)OC(=O)N1C(C2=C(CC1)NN=C2)=O)C (2-bromo-5-methylpyridin-4-yl)-4-oxo-1,4,6,7-tetrahydro-5H-pyrazolo[4,3-c]pyridine-5-carboxylate